N,N-dimethyl-(hexadecyl)-4-iodoaniline CN(C1=C(C=C(C=C1)I)CCCCCCCCCCCCCCCC)C